CN(CCN(CCN(CCN(C)C)C)C)C 1,1,4,7,10,10-Hexamethyl-triethylenetetramine